OCCN(CCCCCCCC(=O)OCCCCCCCCC)CCCCCCC\C=C/C(CCCCCCCC)CCCCCCCC Nonyl (Z)-8-((2-hydroxyethyl)(10-octyloctadec-8-en-1-yl)amino)octanoate